1-(5-fluoro-2-((4-methoxybenzyl)oxy)phenyl)ethanone FC=1C=CC(=C(C1)C(C)=O)OCC1=CC=C(C=C1)OC